sodium hydroxypyrrolidone ON1C(CCC1)=O.[Na]